FC1=C(C=C(C=C1)C(F)(F)F)NC1=NC=CN=C1NC1=C(C=CC(=C1)C(F)(F)F)F N2,N3-bis(2-fluoro-5-(trifluoromethyl)phenyl)pyrazine-2,3-diamine